FC(C1=NN=C(S1)C1=NC=C2N1C=C(C=C2N2C[C@H](OC[C@H]2CC)CO)S(=O)(=O)NC2(CC2)C)F |o1:18,21| rel-3-(5-(difluoromethyl)-1,3,4-thiadiazol-2-yl)-8-((2S,5R)-5-ethyl-2-(hydroxymethyl)morpholino)-N-(1-methylcyclopropyl)imidazo[1,5-a]pyridine-6-sulfonamide